2,2,2-trifluoro-1-(6-((3-methyl-5-(trifluoromethyl)imidazo[1,5-a]pyridin-6-yl)oxy)-2-azaspiro[3.3]heptan-2-yl)ethan-1-one FC(C(=O)N1CC2(C1)CC(C2)OC=2C=CC=1N(C2C(F)(F)F)C(=NC1)C)(F)F